2-(6-(5,5-dimethyl-6,7-dihydro-5H-pyrrolo[2,1-c][1,2,4]triazol-3-yl)pyridine-2-yl)-6-(2,2-dimethylpyrrolidin-1-yl)-4-((methylamino)methyl)-2,3-dihydro-1H-pyrrolo[3,4-c]pyridin-1-one CC1(CCC2=NN=C(N21)C2=CC=CC(=N2)N2CC=1C(=NC(=CC1C2=O)N2C(CCC2)(C)C)CNC)C